1-amino-5-bromo-4-fluoro-2,3-dihydro-1H-inden NC1CCC2=C(C(=CC=C12)Br)F